Cl.C[C@H]1CNCC(N1)=O (6S)-6-methyl-2-piperazinone hydrochloride